5-bromo-3-fluoro-2-methyl-pyridine BrC=1C=C(C(=NC1)C)F